tert-butyl-N-(4-(((2S,4R)-2-methyl-1-propionyl-1,2,3,4-tetrahydroquinolin-4-yl)amino)phenyl)propynylamide C(C)(C)(C)[N-]C#CCC1=CC=C(C=C1)N[C@@H]1C[C@@H](N(C2=CC=CC=C12)C(CC)=O)C